5'-Aminocarbonyl-2'-fluoro-4-methoxy-[1,1'-biphenyl]-3-carboxylic acid NC(=O)C=1C=CC(=C(C1)C1=CC(=C(C=C1)OC)C(=O)O)F